FC(C(=O)O)(F)F.NC1=NC(=C2N=CNC2=N1)NC(C)C=1N=C2N(C(C1C1=CC(=CC=C1)F)=O)C(=CC=C2)C 2-{1-[(2-Amino-9H-purin-6-yl)amino]ethyl}-3-(3-fluorophenyl)-6-methyl-4H-pyrido[1,2-a]pyrimidin-4-one Trifluoroacetic Acid Salt